ethyl 6-(4-fluorophenyl)-4-hydroxy-2-oxo-1-(2-(piperidin-1-yl) ethyl)-1,2-dihydro-1,8-naphthyridine-3-carboxylate FC1=CC=C(C=C1)C=1C=C2C(=C(C(N(C2=NC1)CCN1CCCCC1)=O)C(=O)OCC)O